ClC1=NC(=NC(=C1OC1CC1)Cl)SC 4,6-dichloro-5-cyclopropyloxy-2-(methylthio)pyrimidine